F[P-](F)(F)(F)(F)F.C(C)#N.[Li+] lithium acetonitrile hexafluorophosphate